7-(6-((1-(4-(difluoromethyl)phenyl)-4-methyl-1H-1,2,3-triazol-5-yl)methoxy)pyridazine-3-yl)-5,6,7,8-tetrahydro-[1,2,4]triazolo[4,3-a]pyrazine FC(C1=CC=C(C=C1)N1N=NC(=C1COC1=CC=C(N=N1)N1CC=2N(CC1)C=NN2)C)F